CCCCCCCCCCCCCCCC/C=C\OC[C@H](COP(=O)(O)OC[C@@H](C(=O)O)N)OC(=O)CCCCCCC/C=C\CCCCC 1-(1Z-octadecenyl)-2-(9Z-pentadecenoyl)-glycero-3-phosphoserine